tert-butyl-[[6-(5-isopropoxypyrimidin-2-yl)-3-isopropyl-1,2,3,4-tetrahydropyridin-2-yl]methoxy]-diphenyl-silane C(C)(C)(C)[Si](C1=CC=CC=C1)(C1=CC=CC=C1)OCC1NC(=CCC1C(C)C)C1=NC=C(C=N1)OC(C)C